chloroacetaldehyde 2,3-dimethyl-2-cyclopentenyl isopropyl acetal C(C)(C)OC(CCl)OC1C(=C(CC1)C)C